N1=CN=C2NC=NC2=C1C=1C(=NC=CC1)NC=1C=C(C=CC1C)NC(C1=CC(=C(C=C1)Cl)C#N)=O N-(3-((3-(9H-purin-6-yl)pyridin-2-yl)amino)-4-methylphenyl)-4-chloro-3-cyanobenzamide